CC1(C2CC(C1(CC2)CS(=O)(=O)NCC=2N=NN(C2)CC2=CC=C(C=C2)NC(C(CC(C)C)C(NO)=O)=O)=O)C N-[4-[[4-[[(7,7-Dimethyl-2-oxo-norbornan-1-yl)methylsulfonylamino]methyl]triazol-1-yl]methyl]phenyl]-2-(hydroxycarbamoyl)-4-methyl-pentanamide